N-((3R,4R,5R,6R)-4,5-bis(benzyloxy)-6-((benzyloxy)methyl)tetrahydro-2H-pyran-3-yl)benzamide C(C1=CC=CC=C1)O[C@@H]1[C@@H](CO[C@@H]([C@@H]1OCC1=CC=CC=C1)COCC1=CC=CC=C1)NC(C1=CC=CC=C1)=O